FC12CC(C1)(C2)CN[C@H]2[C@H](CCCCC2)OC=2C=C1CN(C(C1=CC2)=O)C2C(NC(CC2)=O)=O 3-(5-(((1S,2R)-2-(((3-fluorobicyclo[1.1.1]pentan-1-yl)methyl)amino)cycloheptyl)oxy)-1-oxoisoindolin-2-yl)piperidine-2,6-dione